C(#N)CCN(C1=CC=CC=C1)C Cyanoethyl-methylaniline